bis-(1,4-dimethylpentyl)p-phenylenediamine CC(CCC(C)C)NC1=CC=C(C=C1)NC(CCC(C)C)C